C(C)(C)(C)OC(=O)C1=C(N(C2=NC=CC=C21)C)Cl 2-chloro-1-methyl-1H-pyrrolo[2,3-b]pyridine-3-carboxylic acid tert-butyl ester